O1C=CC2=C1C(=CC=C2)C2(CC2)N 1-(Benzofuran-7-yl)cyclopropanamine